C(CC)C(CCC)CCCC(CCCC(CCC)CCC)CCC 4,8,12-tripropylpentadecane